2-amino-1-cyclopentene-1-carbodithioic acid NC1=C(CCC1)C(=S)S